1-(2-chlorophenyl)-4-{[(1-methyl-pyrazol-3-yl)amino]amino}-7-(trifluoro-methyl)-pyrido[2,3-d]pyrimidin-2(1H)-one ClC1=C(C=CC=C1)N1C(N=C(C2=C1N=C(C=C2)C(F)(F)F)NNC2=NN(C=C2)C)=O